N-[(2-aminoethyl)]Piperazine NCCN1CCNCC1